methyl (1R,3aR,8bS)-3a-(4-benzyloxyphenyl)-1,8b-dihydroxy-6,8-dimethoxy-3-phenyl-2,3-dihydro-1H-cyclopenta[b]benzofuran-2-carboxylate C(C1=CC=CC=C1)OC1=CC=C(C=C1)[C@@]12OC3=C([C@@]1([C@@H](C(C2C2=CC=CC=C2)C(=O)OC)O)O)C(=CC(=C3)OC)OC